OC1=C(C(=O)O)C=C(C(=C1)O)C 2,4-dihydroxy-5-methyl-benzoic acid